5-bromo-4'-(bromomethyl)-[1,1'-biphenyl]-2-carbonitrile BrC1=CC=C(C(=C1)C1=CC=C(C=C1)CBr)C#N